5-((3aS,6aR)-2-oxohexahydro-1H-thieno[3,4-d]imidazol-4-yl)-pentanoic acid O=C1N[C@H]2[C@@H](N1)CSC2CCCCC(=O)O